1-(3-((2-((1-(1-ethylpiperidin-4-yl)-3-methyl-1H-pyrazol-4-yl)amino)-5-(trifluoromethyl)pyrimidin-4-yl)amino)propyl)piperidin-2-one C(C)N1CCC(CC1)N1N=C(C(=C1)NC1=NC=C(C(=N1)NCCCN1C(CCCC1)=O)C(F)(F)F)C